Gamma-propargyl-L-Glutamate C(C#C)C(C[C@H](N)C(=O)[O-])C(=O)[O-]